C(C)OC(=O)C=1OC2=C(C1C)C=C(C=C2)S(NCCC2=CC(=CC=C2)F)(=O)=O 3-methyl-5-(N-(3-fluorophenylethyl)sulfamoyl)benzofuran-2-carboxylic acid ethyl ester